CN(C=1C=CC(=C(C1)N1/C(/SCC1=O)=N/C(=O)NC1=C(C=C(C=C1)C=1N=CN(C1)C1=NC=C(C=C1)C(F)(F)F)F)C(F)(F)F)C (Z)-1-(3-(5-(dimethylamino)-2-(trifluoromethyl)phenyl)-4-oxothiazolidin-2-ylidene)-3-(2-fluoro-4-(1-(5-(trifluoromethyl)pyridin-2-yl)-1H-imidazol-4-yl)phenyl)urea